C1(CC1)C1=NC(=CC=C1C=1C(CN(CC1)CC=1C=NC=2C=C(C(NC2C1F)=O)CC)F)C(=O)N cyclopropyl-1'-((7-ethyl-4-fluoro-6-oxo-5,6-dihydro-1,5-naphthyridin-3-yl)methyl)-3'-fluoro-1',2',3',6'-tetrahydro-[3,4'-bipyridine]-6-carboxamide